C(#N)CC(=O)N[C@H]1C[C@H](CCC1)C(=O)NC1=NC=C(C(=C1)C1=CC2=C(N(N=C2C(=C1)F)C)[C@@](C(F)(F)F)(C)O)C (1S,3R)-3-(2-cyanoacetamido)-N-(4-(7-fluoro-2-methyl-3-((R)-1,1,1-trifluoro-2-hydroxypropan-2-yl)-2H-indazol-5-yl)-5-methylpyridin-2-yl)cyclohexane-1-carboxamide